tert-butyl ((5-(2-fluorophenyl)-1-((3-hydroxyphenyl)sulfonyl)-1H-pyrrol-3-yl)methyl)(methyl)carbamate FC1=C(C=CC=C1)C1=CC(=CN1S(=O)(=O)C1=CC(=CC=C1)O)CN(C(OC(C)(C)C)=O)C